3-(((S)-7-((R)-2-(3,5-Difluoro-phenyl)piperazine-1-carbonyl)-10-hydroxy-7-azaspiro[4.5]decan-10-yl)methyl)-6-(2-fluorophenyl)pyrimidin-4(3H)-one FC=1C=C(C=C(C1)F)[C@H]1N(CCNC1)C(=O)N1CC2(CCCC2)[C@](CC1)(O)CN1C=NC(=CC1=O)C1=C(C=CC=C1)F